C(C)(C)(C)OC(=O)N1CC=2N(CC1C)C(N(C2C(=O)O)C2=CC=C(C=C2)OC2CC2)=O 7-(tert-butoxycarbonyl)-2-(4-cyclopropoxyphenyl)-6-methyl-3-oxo-2,3,5,6,7,8-hexahydroimidazo[1,5-a]pyrazine-1-carboxylic acid